5,6-dichloro-1-(4-(5-(difluoromethyl)-1,3,4-oxadiazole-2-yl)benzyl)-3-(piperidine-4-yl)-1,3-dihydro-2H-benzo[d]imidazole-2-one ClC1=CC2=C(N(C(N2C2CCNCC2)=O)CC2=CC=C(C=C2)C=2OC(=NN2)C(F)F)C=C1Cl